FS(C=1C=C(C=CC1)CC(=O)[O-])(F)(F)(F)F 2-(3-(pentafluoro-λ6-sulfaneyl)phenyl)acetate